5,5-difluoro-1-((6-(5-(hydroxymethyl)-1-methyl-1H-1,2,3-triazol-4-yl)-2-methylpyridin-3-yl)methyl)piperidine-3-carboxylic acid methyl ester COC(=O)C1CN(CC(C1)(F)F)CC=1C(=NC(=CC1)C=1N=NN(C1CO)C)C